6-(4-(4-Methoxybenzyl)-3-oxopiperazin-1-yl)pyridazine-3-carboxylic acid methyl ester COC(=O)C=1N=NC(=CC1)N1CC(N(CC1)CC1=CC=C(C=C1)OC)=O